COC1=C(C=CC(=C1)NC(=O)C1(CCCC1)C1=CC=CC=C1)NC(C1=CC(=CC=C1)C)=O N-(2-methoxy-4-(1-phenylcyclopentane-1-carboxamido)phenyl)-3-methylbenzamide